trans-2-[(5s,7s)-7-fluoro-5-phenyl-6,7-dihydro-5H-pyrrolo[1,2-b][1,2,4]triazole-2-carbonyl]cyclopropanecarboxamide F[C@H]1C[C@H](N2N=C(N=C21)C(=O)[C@H]2[C@@H](C2)C(=O)N)C2=CC=CC=C2